tert-butyl (4-((5-((5-methyl-8-(2-oxopyrrolidin-1-yl)-5H-chromeno[4,3-c]pyridin-3-yl)amino)pyridin-3-yl)carbamoyl)phenyl)carbamate CC1OC=2C=C(C=CC2C=2C=NC(=CC21)NC=2C=C(C=NC2)NC(=O)C2=CC=C(C=C2)NC(OC(C)(C)C)=O)N2C(CCC2)=O